2-hydroxy-3-(5-methyl-1H-indol-3-yl)propionic acid OC(C(=O)O)CC1=CNC2=CC=C(C=C12)C